5-bromo-2-(2-(difluoromethoxy)-7-methylquinoxalin-5-yl)-4-methylthiazole BrC1=C(N=C(S1)C1=C2N=CC(=NC2=CC(=C1)C)OC(F)F)C